[Si](C)(C)(C(C)(C)C)OCC12CCC(CC1)(N2C(=O)OC(C)(C)C)\C=C\[C@@H]2CC[C@H](CC2)OC tert-Butyl 1-(((tert-butyldimethylsilyl)oxy)methyl)-4-((E)-2-(trans-4-methoxycyclohexyl) vinyl)-7-azabicyclo[2.2.1]heptane-7-carboxylate